tert-butyl 2-(bromomethyl)benzoate BrCC1=C(C(=O)OC(C)(C)C)C=CC=C1